N-(1,2,5-oxadiazol-3-yl)benzamide O1N=C(C=N1)NC(C1=CC=CC=C1)=O